1,3-butanedithiol C(CC(C)S)S